racemic-N-((2s,3r)-1-(tert-butyl)-2-(4-chloro-3-fluorophenyl)pyrrolidin-3-yl)-4-(trifluoromethoxy)benzenesulfonamide C(C)(C)(C)N1[C@H]([C@@H](CC1)NS(=O)(=O)C1=CC=C(C=C1)OC(F)(F)F)C1=CC(=C(C=C1)Cl)F |r|